3-(BUT-3-YN-1-YLOXY)BENZALDEHYDE C(CC#C)OC=1C=C(C=O)C=CC1